(6aR,9R)-7-(cyclopropylmethyl)-N,N-diethyl-4,6,6a,7,8,9-hexahydroindolo[4,3-fg]quinoline-9-carboxamide hemitartrate C(=O)(O)C(O)C(O)C(=O)O.C1(CC1)CN1C[C@@H](C=C2C3=C4C(C[C@@H]12)=CNC4=CC=C3)C(=O)N(CC)CC.C3(CC3)CN3C[C@@H](C=C4C1=C2C(C[C@@H]34)=CNC2=CC=C1)C(=O)N(CC)CC